NC=1SC(=CN1)C#CC=1C=C(C=CC1C)C=1C(=NC=CC1C(F)(F)F)C(=O)N (3-((2-aminothiazole-5-yl)ethynyl)-4-methylphenyl)-4-(trifluoromethyl)pyridineamide